4-((3,8-diazabicyclo[3.2.1]octan-3-yl)-8-fluoro-2-(((2S,4R)-4-fluoro-1-methylpyrrolidin-2-yl)methoxy)-6-vinylquinazolin-7-yl)-7-fluorobenzo[d]thiazol-2-amine C12CN(CC(CC1)N2)C2=NC(=NC1=C(C(=C(C=C21)C=C)C2=CC=C(C1=C2N=C(S1)N)F)F)OC[C@H]1N(C[C@@H](C1)F)C